BrC1=CC(=NC=C1)C1=NC2=C(CN(CC2)C(=O)OC(C)(C)C)N1COCC[Si](C)(C)C tert-butyl 2-(4-bromopyridin-2-yl)-3-((2-(trimethylsilyl)ethoxy)methyl)-3,4,6,7-tetrahydro-5H-imidazolo[4,5-c]pyridine-5-carboxylate